iron oxalate monohydrate O.C(C(=O)[O-])(=O)[O-].[Fe+2]